ClC=1C=C(C=C(C1O)Cl)C(=O)N1CS(C2=C1C=CC=C2)(=O)=O (3,5-dichloro-4-hydroxyphenyl)(1,1-dioxo-1,2-dihydro-3H-1λ6-1,3-benzothiazol-3-yl)methanone